5-chloro-2-(methylthio)-benzoic acid methyl ester COC(C1=C(C=CC(=C1)Cl)SC)=O